ClC=1C(=C(C=CC1)O)C1=CC=2N(C=C1)C=C(N2)CCO chloro-2-(2-(2-hydroxyethyl)imidazo[1,2-a]pyridin-7-yl)phenol